[4-(5-aminoisoxazol-3-yl)-1-piperidyl]-[3-chloro-4-(trifluoromethoxy)phenyl]methanone NC1=CC(=NO1)C1CCN(CC1)C(=O)C1=CC(=C(C=C1)OC(F)(F)F)Cl